4,6-bis(3,6-di-tert-butyl-9H-carbazole-9-yl)isophthalic acid dimethyl ester COC(C1=CC(C(=O)OC)=C(C=C1N1C2=CC=C(C=C2C=2C=C(C=CC12)C(C)(C)C)C(C)(C)C)N1C2=CC=C(C=C2C=2C=C(C=CC12)C(C)(C)C)C(C)(C)C)=O